1-iodo-4,4,5,5-tetramethyl-3-oxa-4-silahexane ICCO[Si](C(C)(C)C)(C)C